tert-butyl-8-(1-carbamoyl-1H-pyrazol-4-yl)-1-(3,5-dichlorophenyl)-7-methoxy-N-methyl-1,4-dihydrobenzopyrano[4,3-c]pyrazole-3-carboxamide C(C)(C)(C)C1OC2=C(C=C(C(=C2)OC)C=2C=NN(C2)C(N)=O)C=2N(N=C(C21)C(=O)NC)C2=CC(=CC(=C2)Cl)Cl